OCC1CCC(CC1)N1N=C2C=C(C(=CC2=C1)NC(=O)C1=NC(=CC=C1)C(F)(F)F)C(C)(OCC(=O)O)C 2-[1-[2-[4-(hydroxymethyl)cyclohexyl]-5-[[6-(trifluoromethyl)pyridine-2-carbonyl]amino]indazol-6-yl]-1-methyl-ethoxy]acetic acid